COC([C@@H](CCC1=CC=CC=C1)N1CCCC1)=O (R)-4-phenyl-2-(pyrrolidin-1-yl)butanoic acid methyl ester